NC([C@H](CC1=CC=C(C=C1)I)NC(OC(C)(C)C)=O)=O tert-butyl (S)-(1-amino-3-(4-iodophenyl)-1-oxopropan-2-yl)carbamate